ClC=1C=C(C#N)C=C(C1)OC1=C(N=CN(C1=O)CC1=NNC(C(=C1)C1=CC=C(C=C1)S(=O)(=O)C)=O)C(F)(F)F 3-chloro-5-((1-((5-(4-(methylsulfonyl)phenyl)-6-oxo-1,6-dihydropyridazin-3-yl)methyl)-6-oxo-4-(trifluoromethyl)-1,6-dihydropyrimidin-5-yl)oxy)benzonitrile